O=C1NC[C@@H]2N1CCN(C2)CC2=C([C@@H](N=C(N2)C=2SC=CN2)C2=C(C=C(C=C2)F)Br)C(=O)OCC Ethyl (4R)-6-[[(8aS)-3-oxo-1,2,5,6,8,8a-hexahydroimidazo[1,5-a]pyrazin-7-yl]methyl]-4-(2-bromo-4-fluoro-phenyl)-2-thiazol-2-yl-1,4-dihydropyrimidine-5-carboxylate